(R)-3-amino-4-cyclopropyl-6-(2-fluoro-3-(5-(3-hydroxy-1-methyl-2-oxopyrrolidin-3-yl)isoxazol-3-yl)phenyl)picolinamide NC=1C(=NC(=CC1C1CC1)C1=C(C(=CC=C1)C1=NOC(=C1)[C@]1(C(N(CC1)C)=O)O)F)C(=O)N